C1(CC1)NC(=O)C1=C(C=C(C=C1OC)C1=CN=C2N1C=CC(=C2)OCCCN2CCC(CC2)(C(=O)OCC)C)OC(F)F ethyl 1-[3-[3-[4-(cyclopropylcarbamoyl)-3-(difluoromethoxy)-5-methoxy-phenyl]imidazo[1,2-a]pyridin-7-yl]oxypropyl]-4-methyl-piperidine-4-carboxylate